[N+](=O)([O-])C1=CC=C(CNN=CC2=CC=CC=C2)C=C1 benzaldehyde 4-nitrobenzyl hydrazone